3-fluorophenylethylammonium FC=1C=C(C=CC1)CC[NH3+]